C[Si](N([Si](C)(C)C)CCC[Si](OC)(OC)C)(C)C N,N-bis(trimethylsilyl)aminopropyl-methyldimethoxysilane